C1(CC1)C1=C(C(=NO1)C1=C(C=CC=C1Cl)Cl)CO[C@@H]1C[C@H](N(CC1)C1=CC=C(C#N)C=C1)C 4-((2R,4S)-4-((5-cyclopropyl-3-(2,6-dichlorophenyl)isoxazol-4-yl)methoxy)-2-methylpiperidin-1-yl)benzonitrile